N-(3-(4-(2-(3,5-dichloro-4-(3-chloro-2-hydroxypropoxy)phenyl)propan-2-yl)phenoxy)-2-hydroxypropyl)methanesulfonamide ClC=1C=C(C=C(C1OCC(CCl)O)Cl)C(C)(C)C1=CC=C(OCC(CNS(=O)(=O)C)O)C=C1